N1(N=NC2=C1C=CC=C2)O[P+](N2CCCC2)(N2CCCC2)N2CCCC2 Benzotriazol-1-yloxy-tripyrrolidinophosphonium